6-(4-chlorophenyl)-N-(4-(hydroxymethyl)-piperidin-4-yl)-2-(1-methyl-1H-pyrazol-4-yl)-3-oxo-2,3-dihydropyridazin-4-carboxamide ClC1=CC=C(C=C1)C=1C=C(C(N(N1)C=1C=NN(C1)C)=O)C(=O)NC1(CCNCC1)CO